BrC=1C=C2C(=NC1F)N(C=C2)COCC[Si](C)(C)C 5-bromo-6-fluoro-1-((2-(trimethylsilyl)ethoxy)methyl)-1H-pyrrolo[2,3-b]Pyridine